C1[C@@H]([C@H]([C@@H]([C@H]([C@@H]1N)O[C@@H]2[C@@H]([C@H]([C@@H]([C@H](O2)CO)O)N)O)O)O[C@@H]3[C@@H](C[C@@H]([C@H](O3)CN)O)N)N The molecule is a amino cyclitol glycoside that is kanamycin B lacking the 3-hydroxy substituent from the 2,6-diaminoglucose ring. It has a role as an antibacterial agent, an antimicrobial agent and a toxin. It derives from a kanamycin B. It is a conjugate base of a tobramycin(5+).